FC1=CC=C(C=C1)N1CN(NC(=C1)C(=O)C1=C(CCCC1=O)O)C 4-(4-fluorophenyl)-6-[(2-hydroxy-6-oxo-1-cyclohexene-1-yl)carbonyl]-2-methyl-1,2,4-triazine